C1=CC=CC=2C3=CC=CC=C3C(=CC12)C1=CC=C(C2=CC=CC=C12)C1=NC2=C3N=CC=CC3=CC=C2C=C1 2-[4-(9-phenanthryl)-1-naphthyl]-1,10-phenanthroline